distearoylglycerol CCCCCCCCCCCCCCCCCC(=O)OCC(CO)OC(=O)CCCCCCCCCCCCCCCCC